COC1=C(C=CC(=N1)C1=CC(=NC=C1)NC)NC(=O)C=1C(=NOC1C)C1=CC=CC=C1 N-(6-Methoxy-2'-(methylamino)-[2,4'-bipyridin]-5-yl)-5-methyl-3-phenylisoxazole-4-carboxamide